FC(OC=1C=C(C=C(C1)F)C1=CC=C2C(N(CN(C2=C1)S(=O)(=O)C1=CC(=CC=C1)C(F)(F)F)CC1OCC1)=O)F 7-(3-(difluoromethoxy)-5-fluorophenyl)-3-(oxetan-2-ylmethyl)-1-((3-(trifluoromethyl)phenyl)sulfonyl)-2,3-dihydroquinazolin-4(1H)-one